((R)-3-(2-Chloro-4-fluorophenyl)morpholino)-2-fluoro-N-((R,E)-4-(methylsulfonyl)but-3-en-2-yl)benzamide ClC1=C(C=CC(=C1)F)[C@@H]1COCCN1C=1C(=C(C(=O)N[C@H](C)\C=C\S(=O)(=O)C)C=CC1)F